C(C1=C(C(=CC(=C1)CCCCCCCCC)C(C1=CC=CC=C1)C)O)C1=C(C(=CC(=C1)CCCCCCCCC)C(C1=CC=CC=C1)C)O 2,2'-Methylenebis[6-(α-methylbenzyl)-4-nonylphenol]